C1(C(CCCC1)C(=O)OCCCCCCC(C)C)C(=O)OCCCCCCC(C)C bis(isononyl) cyclohexane-1,2-dicarboxylate